ClC1=CC(=C(C=C1)COC1=CC=CC(=N1)C1CCN(CC1)CC1=NC=C(C=C1CC1(CC1)C#N)C1=NN=C(N1)C(F)(F)F)F 1-({2-[(4-{6-[(4-chloro-2-fluorophenyl)methoxy]pyridin-2-yl}piperidin-1-yl)methyl]-5-[5-(trifluoromethyl)-4H-1,2,4-triazol-3-yl]pyridin-3-yl}methyl)cyclopropane-1-carbonitrile